CC(C)(OC(NCCOCCOCCOCCC(=O)O)=O)C 2,2-dimethyl-4-oxo-3,8,11,14-tetraoxa-5-azaheptadecan-17-oic acid